C(#N)C1=CC=C(C=C1)C=1C=NN(C1O)C1=CC=C(C=N1)NS(=O)(=O)CC N-(6-(4-(4-cyanophenyl)-5-hydroxy-1H-pyrazol-1-yl)pyridin-3-yl)ethanesulfonamide